4-(5-bromopyrimidin-2-yl)-2-methyl-pyrazol-3-amine BrC=1C=NC(=NC1)C1=C(N(N=C1)C)N